FC1=CC=C(C=C1)C(=O)N1[C@@H](C=2N(CC1)C(=NN2)C=2SC1=C(N2)SC=C1)C (R)-(4-Fluorophenyl)(8-methyl-3-(thieno[2,3-d]thiazol-2-yl)-5,6-dihydro-[1,2,4]triazolo[4,3-a]pyrazin-7(8H)-yl)methanone